4-[(4-aminophenyl)(4-tert-butylphenyl)methyl]aniline NC1=CC=C(C=C1)C(C1=CC=C(N)C=C1)C1=CC=C(C=C1)C(C)(C)C